(R)-3-[4-(4-morpholin-4-ylmethyl-benzyloxy)-1-oxo-1,3-dihydro-isoindol-2-yl]piperidine-2,6-dione hydrochloride Cl.N1(CCOCC1)CC1=CC=C(COC2=C3CN(C(C3=CC=C2)=O)[C@H]2C(NC(CC2)=O)=O)C=C1